2-(PYRROLIDIN-1-YL)ACETALDEHYDE N1(CCCC1)CC=O